CC1(CCC(CC1)CNC(CC1C(NC2=C(S1)N=CC=C2)=O)=O)C N-((4,4-dimethylcyclohexyl)methyl)-2-(2-oxo-2,3-dihydro-1H-pyrido[2,3-b][1,4]thiazin-3-yl)acetamide